2,6-dibromo-4-[2-(1-fluoroethyl)-1-benzofuran-3-carbonyl]phenol BrC1=C(C(=CC(=C1)C(=O)C1=C(OC2=C1C=CC=C2)C(C)F)Br)O